N,N,N-Trimethyl-adamantyl-ammonium bromide [Br-].C[N+](C)(C)C12CC3CC(CC(C1)C3)C2